ClC1=CC=C(C(=N1)C(=O)NS(=O)(=O)C)N[C@H](C)C=1C=C(C=C2C(N(C(=NC12)N1CCC(CC1)N1N=CC2=CC(=CC=C12)C#N)C)=O)C (R)-6-chloro-3-((1-(2-(4-(5-cyano-1H-indazol-1-yl)piperidin-1-yl)-3,6-dimethyl-4-oxo-3,4-dihydroquinazolin-8-yl)ethyl)amino)-N-(methylsulfonyl)picolinamide